C(C)OC(=O)C=1C(=NC2=C(N=CC=C2C1)Cl)/N=C(\C)/NO (E)-8-chloro-2-((1-(hydroxyamino)ethylidene)amino)-1,7-naphthyridine-3-carboxylic acid ethyl ester